4-{2-Chloro-3-[(4S)-2-imino-4-methyl-6-oxo-1-(tetrahydro-pyran-4-yl)hexahydropyrimidin-4-yl]anilino}-3-methoxy-benzonitrile ClC1=C(NC2=C(C=C(C#N)C=C2)OC)C=CC=C1[C@]1(NC(N(C(C1)=O)C1CCOCC1)=N)C